2-(4-aminopiperidin-1-yl)-N-{[6'-(azetidin-1-yl)-[2,3'-bipyridin]-3-yl]methyl}-9-isopropylpurin-6-amine NC1CCN(CC1)C1=NC(=C2N=CN(C2=N1)C(C)C)NCC=1C(=NC=CC1)C=1C=NC(=CC1)N1CCC1